C(CCCCCCCCCCCCCCCCC)(=O)OCC(/C=C/CCCCCCC(=O)O)CCCCCCCC (E)-10-((stearoyloxy)methyl)octadec-8-enoic acid